ClC1=CC=C(C=C1)\C=C\C(=O)C1=C(C(=C(C=C1)OC)CN1C(CNCC1)CC1=CC=CC=C1)O 4-chloro-2'-hydroxy-4'-methoxy-3'-(benzylpiperazin-1-yl)methyl-chalcone